6-Cyclobutoxy-4-(4-fluoro-3-(4-(5-(trifluoromethyl)pyridin-2-yl)piperazine-1-carbonyl)benzyl)phthalazin-1(2H)-one C1(CCC1)OC=1C=C2C(=NNC(C2=CC1)=O)CC1=CC(=C(C=C1)F)C(=O)N1CCN(CC1)C1=NC=C(C=C1)C(F)(F)F